OC=1C=CC2=C(C1C(=O)N1CCCC3=CC=CC=C13)OC(C=1CN(CCC12)C(=O)OCC)=O ethyl 8-hydroxy-5-oxo-7-(1,2,3,4-tetrahydroquinoline-1-carbonyl)-1,5-dihydro-2H-chromeno[3,4-c]pyridine-3(4H)-carboxylate